BrC=1C=C(C=NC1Cl)C(=O)NC1=C(C=C(C=C1)F)S(=O)(=O)C 5-bromo-6-chloro-N-(4-fluoro-2-methanesulfonylphenyl)pyridine-3-carboxamide